[Na].CN(C(=S)CCC)C dimethylthiocarbamoyl-propane sodium